2-methyl-N-(1-(2-methyl-7-(oxazol-2-yl)quinolin-5-yl)cyclopropyl)-5-(8-methyl-3,8-diazabicyclo[3.2.1]octan-3-yl)benzamide CC1=C(C(=O)NC2(CC2)C2=C3C=CC(=NC3=CC(=C2)C=2OC=CN2)C)C=C(C=C1)N1CC2CCC(C1)N2C